ClC=1C(=NN(C1C)C=1C=C(C(=O)NC2=CC3=C(NCCO3)C=C2)C=CC1)C 3-(4-chloro-3,5-dimethyl-pyrazol-1-yl)-N-(3,4-dihydro-2H-1,4-benzoxazin-7-yl)benzamide